8-chloro-N-(2-isobutyl-4-(trifluoromethoxy)phenyl)quinolin-2-amine ClC=1C=CC=C2C=CC(=NC12)NC1=C(C=C(C=C1)OC(F)(F)F)CC(C)C